tert-butyl 4-(4-(benzyloxy) phenyl)-3,3-dimethyl-3,6-dihydropyridine-1(2H)-carboxylate C(C1=CC=CC=C1)OC1=CC=C(C=C1)C=1C(CN(CC1)C(=O)OC(C)(C)C)(C)C